6-(4-(4-isopropylpiperazin-1-yl)phenyl)-1-methyl-4-(1-(tetrahydro-2H-pyran-4-yl)piperidin-4-yl)-1H-benzo[d]imidazole C(C)(C)N1CCN(CC1)C1=CC=C(C=C1)C=1C=C(C2=C(N(C=N2)C)C1)C1CCN(CC1)C1CCOCC1